4-((4-hydroxy-1,3-benzodiazol-1-yl)methyl)phenylboronic acid OC1=CC=CC=2N(C=NC21)CC2=CC=C(C=C2)B(O)O